2,3-Di-hydroxysuccinic acid OC(C(=O)O)C(C(=O)O)O